1,2-bis[2-methyl-5-(4-phenylbutan-1,3-dienyl)thiophen-3-yl]-perfluorocyclopentene CC=1SC(=CC1C1=C(C(C(C1(F)F)(F)F)(F)F)C1=C(SC(=C1)C=CC=CC1=CC=CC=C1)C)C=CC=CC1=CC=CC=C1